Cl.NC(C(O)C1=C(C(=CC=C1)F)Cl)CCC 2-amino-1-(2-chloro-3-fluorophenyl)pentan-1-ol hydrochloride